tetra-n-Propoxysilan C(CC)O[Si](OCCC)(OCCC)OCCC